5-benzo[1,3]dioxol-5-yl-2-tert-butyl-3H-imidazol O1COC2=C1C=CC(=C2)C2=CNC(=N2)C(C)(C)C